BrC1=CC=CN2C(=C(C=C12)CCC(=O)OC)CC(F)(F)F Methyl 3-(8-bromo-3-(2,2,2-trifluoroethyl)indolizin-2-yl)propanoate